7-(2-amino-3-fluoropropyl)-2-(1-(cyclopropylmethyl)-7-(3-(4-fluoro-1H-imidazol-1-yl)prop-1-en-1-yl)-1H-indol-2-yl)-3-methyl-3,5,6,7-tetrahydro-8H-imidazo[4,5-b][1,6]naphthyridin-8-one NC(CN1C(C=2C=C3C(=NC2CC1)N(C(=N3)C=3N(C1=C(C=CC=C1C3)C=CCN3C=NC(=C3)F)CC3CC3)C)=O)CF